N4,N4,N4',N4'-tetrakis(biphenyl-4-yl)biphenyl-4,4'-diamine C1(=CC=C(C=C1)N(C1=CC=C(C=C1)C1=CC=C(C=C1)N(C1=CC=C(C=C1)C1=CC=CC=C1)C1=CC=C(C=C1)C1=CC=CC=C1)C1=CC=C(C=C1)C1=CC=CC=C1)C1=CC=CC=C1